FC1=C(C=CC(=C1)F)C1=NC(=CN2C1=NC(=C(C2=O)F)C)[C@H]2C[C@@H](O[C@@H](C2)C=2C=NN(C2)C)C 9-(2,4-difluorophenyl)-3-fluoro-2-methyl-7-((2S,4S,6S)-2-methyl-6-(1-methyl-1H-pyrazol-4-yl)tetrahydro-2H-pyran-4-yl)-4H-pyrazino[1,2-a]pyrimidin-4-one